ClC1=C(C=C(C=C1)O)C=1C=C2C(=NN(C2=CC1)C(C1=CC=CC=C1)(C1=CC=CC=C1)C1=CC=CC=C1)NC(=O)[C@H]1CN(CCC1)C(=O)OC(C)(C)C tert-Butyl (3R)-3-{[5-(2-chloro-5-hydroxyphenyl)-1-trityl-1H-indazol-3-yl]carbamoyl}piperidine-1-carboxylate